C(=O)C=1N(N=C2C=CC=CC12)C(=O)OC(C)(C)C tert-butyl 3-formyl-2H-indazole-2-carboxylate